C(CC(C)C)(=O)O.COC1=C2C(C=CC(C2=C(C=C1)OC)=NO)=NO 5,8-dimethoxy-1,4-naphthalenedione dioxime isovalerate